2-methyl-6-(1-methyl-5-(Methyl 3-(epoxypropan-2-yl)propoxy)-1H-pyrazol-4-yl)isonicotinate CC=1C=C(C(=O)[O-])C=C(N1)C=1C=NN(C1OCCC(C1(C)CO1)C)C